N1(N=CC=C1)CCC#N 1H-pyrazole-1-propanenitrile